3-methylsulfonylazetidine CS(=O)(=O)C1CNC1